BrC1=CC=C2C(=N1)C=NN2C 5-bromo-1-methyl-pyrazolo[4,3-b]pyridine